C1(=CC=CC=C1)N1CC(=CC2=CC=C3C(=C12)C=CC=C3)C(C(F)(F)F)=O 1-phenyl-3-(2,2,2-trifluoroethan-1-one-1-yl)benzo[h]quinoline